CCCCCC(/C=C/C=C\\C/C=C\\C=C\\C(CCCC(=O)O)O)O The molecule is a DiHETE that consists of 6E,8Z,11Z,13E-icosatetraenoic acid having the two hydroxy groups located at positions 5 and 15. It has a role as a metabolite. It derives from a 5-HETE.